ClC=1C(=C2C(=NC1C)CN(C2)C(=O)[C@H]2CN(CC2)C=2C=NC(=CC2)OC)C (3-chloro-2,4-dimethyl-5,7-dihydropyrrolo[3,4-b]pyridin-6-yl)-[(3R)-(6-methoxy-3-pyridyl)pyrrolidin-3-yl]methanone